cyclopropyl 3-(2-chlorophenyl)-5-{5-methyl-1-[(1R,3S)-3-hydroxy-3-methylcyclobutyl]-1H-pyrazol-4-yl}-1,2-oxazole-4-carboxylate ClC1=C(C=CC=C1)C1=NOC(=C1C(=O)OC1CC1)C=1C=NN(C1C)C1CC(C1)(C)O